4-((2R,6R)-1-acetyl-4-acryloyl-6-methylpiperazin-2-yl)-6-chloro-6'-fluoro-N-methyl-[2,4'-bipyridine]-2'-carboxamide C(C)(=O)N1[C@@H](CN(C[C@H]1C)C(C=C)=O)C1=CC(=NC(=C1)Cl)C1=CC(=NC(=C1)F)C(=O)NC